O1C=C(C=C1)N([C@@H](C)C(=O)[O-])P(=O)(OC1=CC=CC=C1)CC\C=C(\CO)/C furan-3-yl(((E)-5-hydroxy-4-methylpent-3-en-1-yl)(phenoxy)phosphoryl)-L-alaninate